N-(2-bromobenzyl)-2-(9H-carbazol-2-yl)acetamide BrC1=C(CNC(CC2=CC=3NC4=CC=CC=C4C3C=C2)=O)C=CC=C1